OCC1=NN2C(NC(=C(C2C2=CC=C(C=C2)C(F)(F)F)C(=O)NC=2C=C3C=NNC3=CC2)C)=C1 2-(hydroxymethyl)-N-(1H-indazol-5-yl)-5-methyl-7-(4-(trifluoromethyl)phenyl)-4,7-dihydropyrazolo[1,5-a]pyrimidine-6-carboxamide